NCC(CCCN(C1=C2CN(C(C2=CC=C1)=O)C1C(NC(CC1)=O)=O)CCCCN)(C)C 3-(4-((5-amino-4,4-dimethylpentyl)(4-aminobutyl)amino)-1-oxoisoindolin-2-yl)piperidine-2,6-dione